6-Chloro-2-(4-{4-[2-(2-methoxyethoxy)ethyl]piperazin-1-yl}phenyl)-N-(1-methylpiperidin-4-yl)-3H-imidazo[4,5-b]pyridin-7-amine ClC=1C(=C2C(=NC1)NC(=N2)C2=CC=C(C=C2)N2CCN(CC2)CCOCCOC)NC2CCN(CC2)C